didodecyl 8,18-diimino-13-methyl-4,22-dithia-9,13,17-triazapentacosanedioate N=C(CCCSCCC(=O)OCCCCCCCCCCCC)NCCCN(CCCNC(CCCSCCC(=O)OCCCCCCCCCCCC)=N)C